FC1=CC=C(C=C1)C1=NN(C=C1C=1C2=C(N=CN1)OC(=C2)C=2CN(CCC2)C(=O)OC(C)(C)C)CC(C)(C)O tert-Butyl 3-(4-(3-(4-fluorophenyl)-1-(2-hydroxy-2-methylpropyl)-1H-pyrazol-4-yl)furo[2,3-d]pyrimidin-6-yl)-5,6-dihydropyridine-1(2H)-carboxylate